C1OC2=CC=C(CCN)C(=C2OCC)O1 4-methylenedioxy-5-ethoxyphenethylamine